8-amino-7-(3-methoxy-2,6-dimethylphenyl)-5-methylpyrrolo[2,3-d]imidazo[2,1-f]pyrimidine-9-carbonitrile NC1=C(C2=C(N=C(N3C2=NC=C3)C)N1C1=C(C(=CC=C1C)OC)C)C#N